C(C1=CC=CC=C1)NCCOC benzylmethoxyethylamine